Cl.NCC(=O)C1OC2=CC=C(C=C2CC1)F 2-amino-1-(6-fluoro-chroman-2-yl)ethanone hydrochloride